(S)-tert-butyl 1-(4-(benzylthio)phenylamino)-1-oxo-3-phenylpropan-2-ylcarbamate C(C1=CC=CC=C1)SC1=CC=C(C=C1)NC([C@H](CC1=CC=CC=C1)NC(OC(C)(C)C)=O)=O